4-(((tert-butyldimethylsilyl)oxy)methyl)-2-(2-fluoropyridin-4-yl)-5-isopropylthiazole [Si](C)(C)(C(C)(C)C)OCC=1N=C(SC1C(C)C)C1=CC(=NC=C1)F